C(#N)CC(=O)N1[C@@H](CCC1)COC1=NC=CC2=CC(=C(C=C12)OC(C)C)C(=O)N 1-{[(2S)-1-(cyanoacetyl)pyrrolidin-2-yl]methoxy}-7-(prop-2-yloxy)isoquinoline-6-carboxamide